[C@H]12CN(C[C@H](CC1)N2)C2=C1C(N(C(C1=CC=C2)=O)C2C(NC(CC2)=O)=O)=O 4-((1R,5S)-3,8-diazabicyclo[3.2.1]octan-3-yl)-2-(2,6-dioxopiperidin-3-yl)isoindoline-1,3-dione